(R)-2-(5-methyl-3-((1-methylpiperidin-3-yl)amino)-1,2,4-triazin-6-yl)-5-(trifluoromethyl)phenol CC=1N=C(N=NC1C1=C(C=C(C=C1)C(F)(F)F)O)N[C@H]1CN(CCC1)C